ClC=1C=C2C(=CN=C(C2=CN1)N1[C@@H](CC1)C)OC(C)C (R)-6-chloro-4-isopropoxy-1-(2-methylazetidin-1-yl)-2,7-naphthyridine